ClC1=C(C(=CC=C1Cl)OC)C1=CC=2N(C=C1)C=C(N2)C(=O)N2C1CN(CC2C1)C(=O)OC(C)(C)C Tert-butyl 6-(7-(2,3-dichloro-6-methoxyphenyl)imidazo[1,2-a]pyridine-2-carbonyl)-3,6-diazabicyclo[3.1.1]heptane-3-carboxylate